C(C)(C)(C)OC(=O)N1CC(C1)COC1CCNCC1 3-(4-Piperidyloxymethyl)azetidine-1-carboxylic acid tert-butyl ester